(S)-(3-(1-(3-(1-(4-methyl-4H-1,2,4-triazol-3-ylthio)ethyl)phenyl)-1H-1,2,3-triazol-4-yl)phenyl)methanol CN1C(=NN=C1)S[C@@H](C)C=1C=C(C=CC1)N1N=NC(=C1)C=1C=C(C=CC1)CO